1-(1-(2-(azetidin-3-ylmethyl)-2-azaspiro[3.5]non-7-yl)piperidin-4-yl)-3-(4-phenoxyphenyl)-1H-pyrazolo[3,4-d]pyrimidin-4-amine N1CC(C1)CN1CC2(C1)CCC(CC2)N2CCC(CC2)N2N=C(C=1C2=NC=NC1N)C1=CC=C(C=C1)OC1=CC=CC=C1